FC1=C(C=C(OCC2CCN(CC2)C(=O)N2CC3(C2)CC(C3)C3=NC(=NN3)C3(CC3)O)C=C1)C(F)(F)F [4-[[4-fluoro-3-(trifluoromethyl)phenoxy]methyl]piperidino]-[6-[3-(1-hydroxycyclopropyl)-1H-1,2,4-triazol-5-yl]-2-azaspiro[3.3]heptan-2-yl]methanone